ClC=1N=NC(=CC1C)O[C@H]1CN(CCC1)C (R)-3-chloro-4-methyl-6-((1-methylpiperidin-3-yl)oxy)pyridazine